ClC12CC(C1)(C2)N2N=C1N(C2=O)[C@@H](CC1)C1=CC=CC=C1 (5S)-2-(3-chlorobicyclo[1.1.1]pentan-1-yl)-5-phenyl-2,5,6,7-tetrahydro-3H-pyrrolo[2,1-c][1,2,4]triazol-3-one